(3Z,6Z)-9,10-epoxy-octadecadienoic acid C(\C=C/C=CCCCC1C(CCCCCCCC)O1)(=O)O